BrCCCNC(OC(C)(C)C)=O Tert-Butyl (3-Bromopropyl)Carbamate